1-[2-(2,4-dimethyl-phenylthio)-phenyl]-piperazine hydrobromide Br.CC1=C(C=CC(=C1)C)SC1=C(C=CC=C1)N1CCNCC1